6-(2-(2-((4-chlorobenzylidene)hydrazineylidene)-4-oxothiazolidin-5-yl)acetamido)-3,3-dimethyl-7-oxo-4-thia-1-azabicyclo[3.2.0]heptane-2-carboxylic acid ClC1=CC=C(C=NN=C2SC(C(N2)=O)CC(=O)NC2C3SC(C(N3C2=O)C(=O)O)(C)C)C=C1